(S)-2-(3-(3,3-difluoro-1-((4-methyl-4H-1,2,4-triazol-3-yl)methyl)-cyclobutyl)phenyl)-6-(1-((1-methylcyclobutyl)amino)ethyl)-4-(trifluoromethyl)isoindolin-1-one FC1(CC(C1)(CC1=NN=CN1C)C=1C=C(C=CC1)N1C(C2=CC(=CC(=C2C1)C(F)(F)F)[C@H](C)NC1(CCC1)C)=O)F